hexahydropyrazino[1,2-c][1,3]oxazine C1NCCN2COCCC21